C1(=CC=C(C=C1)C1C2C3COCC3=C(C1)C2)C2C1C3COCC3=C(C2)C1 5,5'-(1,4-phenylene)bis(hexahydro-4,7-methanoisobenzofuran)